FC=1C=C(C=C(C1)F)C=1C=C2CCC(C(C2=CC1)NC(O[C@@H]1CN2CCC1CC2)=O)(C)C (S)-quinuclidin-3-yl (6-(3,5-difluorophenyl)-2,2-dimethyl-1,2,3,4-tetrahydronaphthalen-1-yl)carbamate